CC1=CC=2OCCC3N(C2N=C1)CCN(C3)C(CCOCCC)=O 1-(3-(3-methyl-6,7,7a,8,10,11-hexahydro-9H-pyrazino[1,2-d]pyrido[3,2-b][1,4]oxazepin-9-yl)-3-oxopropoxy)propan